C(CCC)N(C(C)=O)CCC(=O)OCC ethyl 3-(N-butylacetamido)propanoate